2-(4-((5-iodopyrimidin-2-yl)amino)-5-methyl-1H-pyrazol-1-yl)acetonitrile IC=1C=NC(=NC1)NC=1C=NN(C1C)CC#N